N-(2-(5-(6-ethoxy-1H-pyrazolo[3',4':3,4]pyrazolo[1,5-a]pyridin-4-yl)pyridin-2-yl)-2,8-diazaspiro[4.5]decan-8-yl)2-chloro-6-fluorobenzamide C(C)OC=1C=C(C=2N(C1)N=C1C2C=NN1)C=1C=CC(=NC1)N1CC2(CC1)CCN(CC2)NC(C2=C(C=CC=C2F)Cl)=O